C(C)(C)(C)OC(=O)N1CCC(CC1)CN1CCNCC1 4-(piperazin-1-ylmethyl)piperidine-1-carboxylic acid tert-butyl ester